3-butenyl-isopropyl-dichlorosilane C(CC=C)[Si](Cl)(Cl)C(C)C